N1(CCCC1)C=1OC2=C(N1)C=CC(=C2)N 2-(pyrrolidin-1-yl)benzo[d]oxazol-6-amine